SODIUM ((1R,2S)-2-((E)-PROP-1-EN-1-YL)CYCLOPROPYL)METHANESULFINATE C(=C\C)/[C@H]1[C@@H](C1)CS(=O)[O-].[Na+]